ClC1=C(C=CC=C1)[C@@H](C(=O)NC1CC(C1)(F)F)N(C(=O)[C@H]1N(C(CC1)=O)C1=NC=CC(=C1)C#N)C=1C=C2C=NNC2=CC1 (S)-N-((S)-1-(2-Chlorophenyl)-2-((3,3-difluorocyclobutyl)amino)-2-oxoethyl)-1-(4-cyanopyridin-2-yl)-N-(1H-indazol-5-yl)-5-oxopyrrolidine-2-carboxamide